COC1=C(C(=CC=C1)OC)N1C(=NC=2C1=NC(=CN2)N(S(=O)(=O)C)C)C2=NC(=CC=C2)OCC N-(1-(2,6-dimethoxyphenyl)-2-(6-ethoxypyridin-2-yl)-1H-imidazo[4,5-b]pyrazin-6-yl)-N-methylmethanesulfonamide